C(C)(=O)OCCCCCCC\C=C/C=C\C (Z,Z)-8,10-Dodecadienyl acetate